2-[4-[[4-Hydroxy-3-(1-methylethyl)phenyl]methyl]-3,5-dimethylphenoxy]acetic acid OC1=C(C=C(C=C1)CC1=C(C=C(OCC(=O)O)C=C1C)C)C(C)C